ClCC(=O)NCCCNC1=NC2=CC(=C(C=C2C(=N1)N1CCC(CC1)NC1CCCCC1)OC)OC 2-chloro-N-(3-((4-(4-(cyclohexylamino)piperidin-1-yl)-6,7-dimethoxyquinazolin-2-yl)amino)propyl)acetamide